ClC=1C=C(C(N(N1)C)=O)C=CC1=CC=CC=C1 6-chloro-2-methyl-4-styrylpyridazin-3(2H)-one